ClC=1C=NC=C(C1)SC(C)(C)C 3-chloro-5-[(1,1-dimethylethyl)thio]pyridine